C(C1=CC=CC=C1)OC(=O)N([C@H](C(=O)N[C@H](C(=O)OC(C)(C)C)C)C1=CC(=C(C=C1)O)I)C tert-butyl (2S)-2-[[(2S)-2-[benzyloxycarbonyl(methyl)amino]-2-(4-hydroxy-3-iodo-phenyl)acetyl] amino]propanoate